Boc-Histidine C(=O)(OC(C)(C)C)N[C@@H](CC1=CNC=N1)C(=O)O